C(CCCCCCCCCCCCCCC)(=O)OCC(COC(CCCCCCCCCCCCCCC)=O)OC(CCCOC(CC\C(=C\CC=1C(=C2C(OCC2=C(C1OC)C)=O)O)\C)=O)=O (E)-2-((4-((6-(4-Hydroxy-6-methoxy-7-methyl-3-oxo-1,3-dihydroisobenzofuran-5-yl)-4-methylhex-4-enoyl)oxy) butanoyl)oxy)propane-1,3-diyl dipalmitate